3-(1-(4-(2-Hydroxyethyl)-6-(3-methylisoxazol-4-yl)-1-oxoisoquinolin-2(1H)-yl)ethyl)-N-methylbenzamide OCCC1=CN(C(C2=CC=C(C=C12)C=1C(=NOC1)C)=O)C(C)C=1C=C(C(=O)NC)C=CC1